ClC1=CC=C(C(=N1)C1=CC=NC=C1)NC(C)C1=CC(=CC=2C=3N(C(=NC12)N1CCC(CC1)(C)C)C=NN3)C 6-chloro-N-(1-(5-(4,4-dimethylpiperidin-1-yl)-9-methyl-[1,2,4]triazolo[4,3-c]quinazolin-7-yl)ethyl)-[2,4'-bipyridin]-3-amine